9,9-bis[4-(3-amino-2-ethylphenoxy)-3-methylphenyl]fluorene NC=1C(=C(OC2=C(C=C(C=C2)C2(C3=CC=CC=C3C=3C=CC=CC23)C2=CC(=C(C=C2)OC2=C(C(=CC=C2)N)CC)C)C)C=CC1)CC